4-[[4-[3-(fluoromethyl)-4-methyl-6-(trifluoromethyl)-2-pyridinyl]phenyl]methyl]morpholin-3-one FCC=1C(=NC(=CC1C)C(F)(F)F)C1=CC=C(C=C1)CN1C(COCC1)=O